[Al].BrC1=C(NC2=CC=CC=C12)Br DibromoIndole aluminum